ClC1=C(C=C2C(=NC(N3C2=C1SC[C@@H]3COC)=O)O)C(F)(F)F (S)-10-chloro-7-hydroxy-3-(methoxymethyl)-9-(trifluoromethyl)-2,3-dihydro-5H-[1,4]thiazino[2,3,4-ij]quinazolin-5-one